[8-(1-octylnonoxy)-8-oxo-octyl] (2S)-4-hydroxy-1-(6-oxo-6-undecoxy-hexanoyl)pyrrolidine-2-carboxylate OC1C[C@H](N(C1)C(CCCCC(OCCCCCCCCCCC)=O)=O)C(=O)OCCCCCCCC(=O)OC(CCCCCCCC)CCCCCCCC